The molecule is a trihydroxyflavanone that is (S)-naringenin substituted by prenyl groups at positions 6 and 8. It has a role as a plant metabolite and an antibacterial agent. It is a trihydroxyflavanone, a member of 4'-hydroxyflavanones and a (2S)-flavan-4-one. It derives from a (S)-naringenin. CC(=CCC1=C(C(=C2C(=C1O)C(=O)C[C@H](O2)C3=CC=C(C=C3)O)CC=C(C)C)O)C